BrC=1C=C(C=C2CCCC(C12)=O)OC 8-bromo-6-methoxy-3,4-dihydronaphthalen-1(2H)-one